O1CCC2=C1C=C(C=C2)C2=CN=CC(=N2)C(=O)N2CCCC1=CC=CC=C21 (6-(2,3-Dihydrobenzofuran-6-yl)pyrazin-2-yl)(3,4-dihydroquinolin-1(2H)-yl)-methanone